FC(C(=O)O)(F)F.NCC1=CC(=NC=C1)S(=O)(=O)N1CC(CC(C1)C(=O)N1CCS(CC1)(=O)=O)N1C(CCCC1)=O 1'-((4-(Aminomethyl)pyridin-2-yl)sulfonyl)-5'-(1,1-dioxidothio-morpholine-4-carbonyl)-[1,3'-bipiperidin]-2-one 2,2,2-trifluoroacetate